3-(2-isopropylphenyl)-N-(2-methoxy-6-methylpyridin-3-yl)-5-oxopyrrolidine-3-carboxamide C(C)(C)C1=C(C=CC=C1)C1(CNC(C1)=O)C(=O)NC=1C(=NC(=CC1)C)OC